NC1=CC=CC(=N1)S(=O)(=O)NC(=O)C=1C(=NC(=CC1)C=1C=NC(=CC1)OC(C)C)N1CCCC12CCC2 N-[(6-Amino-2-pyridyl)sulfonyl]-2-(8-azaspiro[3.4]octan-8-yl)-6-(6-isopropoxy-3-pyridyl)pyridin-3-carboxamid